FC1=CC=C(C=C1)C=1N=CN(C1C=1C=CC=2N(C1)C(=CN2)C#N)C(CC)CC 6-(4-(4-fluorophenyl)-1-(pentan-3-yl)-1H-imidazol-5-yl)imidazo[1,2-a]pyridine-3-carbonitrile